(S)-N-[(R)-[4,5-dichloro-2-(prop-2-en-1-yloxy)phenyl](piperidin-4-yl)methyl]-2-methylpropane-2-sulfinamide ClC1=CC(=C(C=C1Cl)[C@H](N[S@@](=O)C(C)(C)C)C1CCNCC1)OCC=C